N1(N=CC=C1)CC1=C(C=C(C(=O)OC)C=C1)C(F)(F)F Methyl 4-((1H-pyrazol-1-yl)methyl)-3-(trifluoromethyl)benzoate